N1=C(C=CC=C1)C1(CCOC2(CCCC2)C1)CC[O-] 2-(9-(pyridin-2-yl)-6-oxaspiro[4.5]decane-9-yl)ethanolate